4-[(3-dimethylaminopropyl)methoxymethylsilyl]styrene CN(CCC[SiH](C1=CC=C(C=C)C=C1)COC)C